N-(3-(5-chloro-1H-indol-3-yl)propyl)-4-(3-(4-hydroxypiperidin-1-yl)propoxy)benzenesulfonamide ClC=1C=C2C(=CNC2=CC1)CCCNS(=O)(=O)C1=CC=C(C=C1)OCCCN1CCC(CC1)O